C=1N=CN2C1C1=CC=CC=C1[C@H]2[C@@H](CO)O (S)-1-((S)-5H-imidazo[5,1-a]isoindol-5-yl)ethane-1,2-diol